tert-butyl ((trans)-4-(4-aminophenyl)cyclohexyl)carbamate NC1=CC=C(C=C1)[C@@H]1CC[C@H](CC1)NC(OC(C)(C)C)=O